N-benzyl-2-[cyano-(2,6-difluoro-4-pyridinyl)amino]-5-methyl-thiazole-4-carboxamide C(C1=CC=CC=C1)NC(=O)C=1N=C(SC1C)N(C1=CC(=NC(=C1)F)F)C#N